6-(2,3-Difluoro-4-(4-isobutylpiperazin-1-yl)phenyl)-1,4-dimethyl-2-(4-(methylsulfonyl)phenyl)-1H-pyrrolo[3,2-c]pyridin FC1=C(C=CC(=C1F)N1CCN(CC1)CC(C)C)C1=CC2=C(C(=N1)C)C=C(N2C)C2=CC=C(C=C2)S(=O)(=O)C